8-Bromo-1,2,2-trimethyl-4-((2-(trimethylsilyl)ethoxy)methyl)-1,4-dihydropyrido[3,4-b]pyrazin-3(2H)-one BrC1=CN=CC=2N(C(C(N(C21)C)(C)C)=O)COCC[Si](C)(C)C